OCCCN(C1=CC(=NC=C1)C(=O)NC=1C=CC=C2C=CC=NC12)C 4-((3-hydroxypropyl)(methyl)amino)-N-(quinolin-8-yl)picolinamide